C1(CC1)C(C(C)=O)=O 1-cyclopropylpropane-1,2-dione